β-(2-pyridyl)alanine N1=C(C=CC=C1)C[C@H](N)C(=O)O